N1=C(C=CC=C1)[C@@H](C)N (1R)-1-(pyridin-2-yl)ethan-1-amine